Cl.[N+](=O)([O-])NC(N)=N 3-nitroguanidine hydrochloride